α-ethyl-acrylonitrile C(C)C(C#N)=C